para-nitrocinnamic acid [N+](=O)([O-])C1=CC=C(C=CC(=O)O)C=C1